8-[3-chloro-5-[4-(1-methyl-1H-pyrazol-4-yl)phenyl]-4-pyridyl]-2,8-diazaspiro[4.5]decan-1-one ClC=1C=NC=C(C1N1CCC2(CCNC2=O)CC1)C1=CC=C(C=C1)C=1C=NN(C1)C